Benzyl (3R,5S)-3,5-bis(2-hydroxypropan-2-yl)piperidine-1-carboxylate OC(C)(C)[C@H]1CN(C[C@H](C1)C(C)(C)O)C(=O)OCC1=CC=CC=C1